P(=O)([O-])([O-])F.[Mg+2] magnesium fluorophosphate